Cl.C(C1=CC=CC=C1)C1=CC2=C(C=N1)C(CN2)(C)C 6-Benzyl-3,3-dimethyl-2,3-dihydro-pyrrolo[3,2-c]pyridine, Hydrochloride Salt